2-(3,5-dimethoxyphenyl)-2-methoxy-N-[5-[[(3R)-1-(6-methylpyridazin-3-yl)pyrrolidin-3-yl]amino]-1,3,4-thiadiazol-2-yl]acetamide COC=1C=C(C=C(C1)OC)C(C(=O)NC=1SC(=NN1)N[C@H]1CN(CC1)C=1N=NC(=CC1)C)OC